tert-butyl ((5-bromopyridin-3-yl)methyl)(methyl)carbamate BrC=1C=C(C=NC1)CN(C(OC(C)(C)C)=O)C